N-[3-chloro-2-(2-fluorobenzoyl)phenyl]acetamide cis-tert-Butyl-3-(dimethylamino)-4-hydroxy-3-(3-(trifluoromethyl)phenethyl)-piperidine-1-carboxylate C(C)(C)(C)OC(=O)N1C[C@]([C@@H](CC1)O)(CCC1=CC(=CC=C1)C(F)(F)F)N(C)C.ClC=1C(=C(C=CC1)NC(C)=O)C(C1=C(C=CC=C1)F)=O